N-[2-(1-methylcyclopropyl)-1,3-benzoxazol-6-yl]-N'-[(pyridin-4-yl)methyl]urea CC1(CC1)C=1OC2=C(N1)C=CC(=C2)NC(=O)NCC2=CC=NC=C2